1-fluoroheptadecan-9-yl 8-((2-hydroxyethyl)(8-((9-methyldec-8-en-1-yl)oxy)-8-oxooctyl)amino)octanoate OCCN(CCCCCCCC(=O)OC(CCCCCCCCF)CCCCCCCC)CCCCCCCC(=O)OCCCCCCCC=C(C)C